C(C1=CC=C(NCC=2CNC=3N=C(N)NC(=O)C3N2)C=C1)(=O)N[C@@H](CCC(=O)[O-])C(=O)[O-] 7,8-dihydropteroylglutamate